bis(2,4,6-trimethylbenzoyl)-(2,4,4-trimethylpentyl)phenylphosphine oxide CC1=C(C(=O)C=2C(=C(C=CC2)P(CC(CC(C)(C)C)C)=O)C(C2=C(C=C(C=C2C)C)C)=O)C(=CC(=C1)C)C